Sulfuryl-Dipropionitrile S(=O)(=O)(CCC#N)CCC#N